C(=O)(N1C(=NC=C1)C)N1C(=NC=C1)C 1,1'-carbonyl-bis(2-methylimidazole)